C(#N)C1=CC=C2C=C(N(C2=C1)C1CCC1)C(=O)O 6-Cyano-1-cyclobutyl-1H-indole-2-carboxylic acid